FC1=C(OCC(=O)NC2CN(CCC2)C(CCCNC2=C3C(N(C(C3=CC=C2)=O)C2C(NC(CC2)=O)=O)=O)=O)C(=CC=C1F)C=1N=C(SC1)N1CCOCC1 2-(2,3-difluoro-6-(2-morpholinothiazol-4-yl)phenoxy)-N-(1-(4-((2-(2,6-dioxopiperidin-3-yl)-1,3-dioxoisoindolin-4-yl)amino)butanoyl)piperidin-3-yl)acetamide